C(C)(C)(C)OC(=O)N1C[C@@H]2C([C@@H]2C1)C(=O)O (1S,5R)-3-tert-butoxycarbonyl-3-azabicyclo[3.1.0]hexane-6-carboxylic acid